FC(C(C(F)(F)F)F)(F)OCC 1,1,2,3,3,3-Hexa-fluoropropylethylether